ClC=1C=2C(NC(C1C1=NC3=C(N1)C=C(C(=C3)OC)OCC)=O)=CN(N2)C 7-chloro-6-(6-ethoxy-5-methoxy-1H-benzo[d]imidazol-2-yl)-2-methyl-2,4-dihydro-5H-pyrazolo[4,3-b]pyridin-5-one